ammonia nitrogen ammonium sulfate salt S(=O)(=O)([O-])[O-].[NH4+].[N+3].N.S(=O)(=O)([O-])[O-]